2-aminomethyl-piperidine NCC1NCCCC1